NCCC=O 3-aminopropan-1-one